OC1CC(C1)NC(=O)C1=CC(=C(N1)C(=O)NC)O[C@@H](C)C1=CC=CC=C1 N5-((1r,3S)-3-hydroxycyclobutyl)-N2-methyl-3-((S)-1-phenylethoxy)-1H-pyrrole-2,5-dicarboxamide